(S)-2-amino-2-(3-methoxyphenyl)ethanol hydrochloride Cl.N[C@H](CO)C1=CC(=CC=C1)OC